O=C(CCC1=CC=C(C(=O)OC)C=C1)N1CCNCC1 Methyl 4-(3-oxo-3-(piperazin-1-yl)propyl)benzoate